2-((S)-1-(2-(((S)-1-(2,2-difluorobenzo[d][1,3]dioxol-5-yl)ethyl)amino)pyridine-4-yl)-3-(trifluoromethyl)-4,5,6,7-tetrahydro-1H-indazol-7-yl)isoindoline-1,3-dione FC1(OC2=C(O1)C=CC(=C2)[C@H](C)NC2=NC=CC(=C2)N2N=C(C=1CCC[C@@H](C21)N2C(C1=CC=CC=C1C2=O)=O)C(F)(F)F)F